FC(OC1=CC=C(C=C1)NC(=O)NC1CN(C1)C(=O)OC(C)(C)C)(F)F tert-butyl 3-({[4-(trifluoromethoxy)phenyl]carbamoyl}amino)azetidine-1-carboxylate